OC(CSC1=C(C=CC=C1)SCC(CO)O)CO 3-[2-(2,3-dihydroxypropylthio)phenyl]mercaptopropane-1,2-diol